N-(4,4-dimethyl-1-(1H-tetrazol-5-yl)pentyl)quinazolin-4-amine CC(CCC(C1=NN=NN1)NC1=NC=NC2=CC=CC=C12)(C)C